CO[Si](CCCCC1CC2OC2CC1)(OC)OC trimethoxy(4-{7-oxabicyclo[4.1.0]hept-3-yl}butyl)silane